COC([C@](CC1=CC(=C(C=C1)OC)OC)(NC(=O)N)C)=O (S)-3-(3,4-dimethoxyphenyl)-2-methyl-2-ureidopropionic acid methyl ester